4-(3-methyl-2,3,4,5-tetrahydropyridin-6-yl)phenol CC1CN=C(CC1)C1=CC=C(C=C1)O